1,3-bis(benzyldiethylaminoethyl)5-(diethylaminoethyl)triazine diammonium dichloride [Cl-].[Cl-].[NH4+].[NH4+].C(C1=CC=CC=C1)C(CN1NN(CC(=C1)CCN(CC)CC)CC(N(CC)CC)CC1=CC=CC=C1)N(CC)CC